FC(C(=O)N(C)CCO)(OC1=CC=C(C2=C1N=C(O2)N2CC1N(C(C2)C1)C(=O)OC(C)(C)C)C=1SC=CN1)F tert-Butyl 3-(4-(1,1-difluoro-2-((2-hydroxyethyl) (methyl)amino)-2-oxoethoxy)-7-(thiazol-2-yl)benzo[d]oxazol-2-yl)-3,6-diazabicyclo[3.1.1]heptane-6-carboxylate